tert-butyl 4-(aminomethyl)-3,3-dimethylpiperidine-1-carboxylate NCC1C(CN(CC1)C(=O)OC(C)(C)C)(C)C